methyl 2-((5-(2-(4-cyano-2-fluorophenyl)-2-methylbenzo[d][1,3]dioxol-4-yl)-2,5-diazabicyclo[4.1.0]heptan-2-yl)methyl)-1-((1-cyanocyclopropyl)methyl)-1H-benzo[d]imidazole-6-carboxylate C(#N)C1=CC(=C(C=C1)C1(OC2=C(O1)C=CC=C2N2CCN(C1CC21)CC2=NC1=C(N2CC2(CC2)C#N)C=C(C=C1)C(=O)OC)C)F